hydroxybenzyl-ethoxypropoxysilane propyl-3-[2-(dimethylamino)-ethyl]-5-methoxy-indole-1-carboxylate C(CC)OC(=O)N1C=C(C2=CC(=CC=C12)OC)CCN(C)C.O[SiH](OCCCOCC)CC1=CC=CC=C1